NC1=C2C(=NC=N1)N(N=C2C2=CC=C(C=C2)O)CC2=NC1=CC=CC(=C1C(N2CC2=C(C=CC(=C2)OC)F)=O)C#C 2-((4-Amino-3-(4-hydroxyphenyl)-1H-pyrazolo[3,4-d]pyrimidin-1-yl)methyl)-5-ethynyl-3-(2-fluoro-5-methoxybenzyl)quinazolin-4(3H)-one